ClC1=NC=NC(=C1C#N)NCC1CCCCC1 4-chloro-6-(cyclohexylmethylamino)pyrimidine-5-carbonitrile